N1(CCC2(CC1)CNC1=CC=CC=C12)C(=O)OC(C)(C)C tert-butyl spiro[indoline-3,4'-piperidine]-1'-carboxylate